3-amino-4-methoxy-2-(methylamino)benzonitrile NC=1C(=C(C#N)C=CC1OC)NC